1,1-dimethylpropyl chloroformate ClC(=O)OC(CC)(C)C